[1-(2,6-dioxo-3-piperidinyl)-3-methyl-2-oxo-benzoimidazol-4-yl]piperidine-1-carboxylic acid tert-butyl ester C(C)(C)(C)OC(=O)N1C(CCCC1)C1=CC=CC=2N(C(N(C21)C)=O)C2C(NC(CC2)=O)=O